3,3-Dimethyl-1-oxobutane CC(CC=O)(C)C